P(=O)(O)(O)O.NC1=C(C(=O)NC23CCC(CC2)(CC3)O)C=C(C=N1)C1=CC=C(C=C1)[C@@]13CN(C[C@H]3C1)C1CCOCC1 2-amino-N-(4-hydroxybicyclo[2.2.2]oct-1-yl)-5-(4-((1R,5S)-3-(tetrahydro-2H-pyran-4-yl)-3-azabicyclo[3.1.0]hex-1-yl)phenyl)nicotinamide phosphate